Cl.CC=1N=C2N(N=C(C=C2C)NC(=O)C2=CC=C(C3=CN(N=C23)C)N2CCNCC2)C1 N-{2,8-dimethylimidazo[1,2-b]pyridazin-6-yl}-2-methyl-4-(piperazin-1-yl)indazole-7-carboxamide hydrochloride